C(C)(C)(C)OC(NCCCC[C@H](C(=O)N1CCOCC1)N)=O (R)-(5-amino-6-morpholinyl-6-oxohexyl)carbamic acid tert-butyl ester